ClC=1C=C(C=NC1)C=1C=NC=2CCN(CC2C1)C=1C(=C(C=2N(N1)C(C=C(N2)C(F)F)=O)C)C 7-(3-(5-chloropyridin-3-yl)-7,8-dihydro-1,6-naphthyridin-6(5H)-yl)-2-(difluoromethyl)-8,9-dimethyl-4H-pyrimido[1,2-b]pyridazin-4-one